2-[6-bromo-4-(1,1-difluoroethyl)-1-oxophthalazin-2-yl]-N-(5-fluoropyrimidin-4-yl)acetamide BrC=1C=C2C(=NN(C(C2=CC1)=O)CC(=O)NC1=NC=NC=C1F)C(C)(F)F